N-methyl-N-n-pentadecyl-fumaric acid amide CN(C(\C=C\C(=O)O)=O)CCCCCCCCCCCCCCC